C1=CC=CC=2C3=CC=CC=C3C(C12)COC(=O)NCCN1CCN(CC1)CC(=O)O 4-[2-[[(9H-Fluoren-9-ylmethoxy)carbonyl]amino]ethyl]-1-piperazineacetic acid